tert-Butyl 4-[3-[4-[[2-chloro-6-[3-[2-[1-(trifluoromethyl)cyclopropyl] ethoxy]pyrazol-1-yl]pyridine-3-carbonyl]sulfamoyl]pyrazol-1-yl]propyl]-2,2-dimethyl-pyrrolidine-1-carboxylate ClC1=NC(=CC=C1C(=O)NS(=O)(=O)C=1C=NN(C1)CCCC1CC(N(C1)C(=O)OC(C)(C)C)(C)C)N1N=C(C=C1)OCCC1(CC1)C(F)(F)F